1-(4-(4-(2-chlorophenyl)-1H-pyrrole-2-carbonyl)piperazin-1-yl)prop-2-en-1-one ClC1=C(C=CC=C1)C=1C=C(NC1)C(=O)N1CCN(CC1)C(C=C)=O